6-(4-((4-(1H-pyrazol-4-yl)phenyl)-amino)-pyrimidin-2-yl)-N-(1-(3-chloropyridin-4-yl)piperidin-4-yl)-1H-indole-2-carboxamide N1N=CC(=C1)C1=CC=C(C=C1)NC1=NC(=NC=C1)C1=CC=C2C=C(NC2=C1)C(=O)NC1CCN(CC1)C1=C(C=NC=C1)Cl